[Cl-].[Zn+2].C1(=CC=CC=C1)P(CCNC1CCCC=2C=CC=NC12)C1=CC=CC=C1.[Cl-] N-(2-(diphenylphosphino)ethyl)-5,6,7,8-tetrahydroquinolin-8-amine zinc chloride